C1(CC1)NC=1C2N=CN(C2N=CN1)[C@H]1C[C@@H]([C@](O1)(CO)CC)O (2R,3S,5R)-5-(6-(cyclopropylamino)-4,5-dihydro-9H-purin-9-yl)-2-ethyl-2-(hydroxymethyl)tetrahydrofuran-3-ol